C(C)(C)(C)OC(=O)N[C@H]1CSC2=C(N(C1=O)CC1=CC=C(C=C1)Cl)C=C(C(=C2)C)C(=O)OC methyl (3R)-3-(tert-butoxycarbonylamino)-5-[(4-chlorophenyl)methyl]-8-methyl-4-oxo-2,3-dihydro-1,5-benzothiazepine-7-carboxylate